ClC1=NN2C(C(=N1)Cl)=C(C=C2C2(CCC2)C(C)(F)F)F 2,4-dichloro-7-[1-(1,1-difluoroethyl)cyclobutyl]-5-fluoropyrrolo[2,1-f][1,2,4]triazine